N1(CCC1)C1=C(C=CC=C1)N1N=C(C=C1C1=CC(=CC=C1)OC1CCC1)COC(C(=O)O)(C)C ([1-[2-(azetidin-1-yl)phenyl]-5-(3-cyclobutoxyphenyl)-1H-pyrazol-3-yl]methoxy)-2-methylpropanoic acid